C(C)(C)(C)C=1C=C(C=CC1)C=1NC2=CC=C(C=C2C1)OC(C(=O)O)(C)C 2-((2-(3-(tert-butyl)phenyl)-1H-indol-5-yl)oxy)-2-methylpropanoic acid